tert-butylbenzoic acid methyl ester COC(C1=C(C=CC=C1)C(C)(C)C)=O